6-(4,4-Dimethylpiperidin-1-yl)quinoline-4-carboxylic acid methyl ester COC(=O)C1=CC=NC2=CC=C(C=C12)N1CCC(CC1)(C)C